CN1[C@H](CCC1=O)C(=O)NC1=CC(=CC=2CC(OC21)C)OC2=NC=C(C=C2)C(F)(F)F (2R)-1-Methyl-N-(2-methyl-5-((5-(trifluoromethyl)pyridin-2-yl)oxy)-2,3-di-hydrobenzofuran-7-yl)-5-oxopyrrolidine-2-carboxamide